C(C)OC(C[C@H]([C@@H](C)NC(CN1C(C(C2=C(C(=CC(=C12)F)C1CC1)F)(C)C)=O)=O)C(F)(F)F)=O.C(C1=CC=CC=C1)(=O)C1=CC(=C(C=C1)C1=CC=C(C=C1)[S+](C1=CC=CC=C1)C1=CC=CC=C1)Cl 4-(4-benzoyl-2-chlorophenyl)phenyldiphenylsulfonium ethyl-(3R,4R)-4-[2-(5-cyclopropyl-4,7-difluoro-3,3-dimethyl-2-oxoindol-1-yl)acetamido]-3-(trifluoromethyl)pentanoate